COC(C1=CC(=C(C=C1)CC=1C(=NC(=NC1C)N)NCCCC)OC)=O 4-((2-amino-4-(butylamino)-6-methylpyrimidin-5-yl)methyl)-3-methoxybenzoic acid methyl ester